tert-Butyl 2-(((tert-Butyloxycarbonyl)(cyclobutylmethyl)amino)methyl)-6-((imidazo[1,2-b]pyridazine-2-carboxamido)methyl)-1H-indole-1-carboxylate C(C)(C)(C)OC(=O)N(CC1CCC1)CC=1N(C2=CC(=CC=C2C1)CNC(=O)C=1N=C2N(N=CC=C2)C1)C(=O)OC(C)(C)C